NC1=NC(NC(=C1)N)=O 4,6-diamino-2-pyrimidinone